C(C)(C)C=1C(=NNC1C=1C=C(C=2N(C1)N=CN2)OC)C2=NC=C(C=C2)N2CCN(CC2)C2CCOCC2 6-(4-isopropyl-3-(5-(4-(tetrahydro-2H-pyran-4-yl)piperazin-1-yl)pyridin-2-yl)-1H-pyrazol-5-yl)-8-methoxy-[1,2,4]triazolo[1,5-a]pyridine